FC(C(=O)[O-])(F)F.CS(=O)(=O)CC1C[NH2+]C1 3-((methanesulfonyl)methyl)azetidinium trifluoroacetate